methyl 2-[(4-bromo-2,5-difluoro-phenyl)methyl]-3-[(3S)-4,4-dimethyltetrahydrofuran-3-yl]-7-fluorobenzimidazole-5-carboxylate BrC1=CC(=C(C=C1F)CC=1N(C2=C(N1)C(=CC(=C2)C(=O)OC)F)[C@@H]2COCC2(C)C)F